C(C1=CN=CC=C1)(=O)N1CC2=C(C=C(C=C2CC1)C=1C=C2C(=NC1)NC=C2C)[C@H]2N(CCC2)C(=O)OC(C)(C)C (S)-tert-butyl 2-(2-nicotinoyl-6-(3-methyl-1H-pyrrolo[2,3-b]pyridin-5-yl)-1,2,3,4-tetrahydroisoquinolin-8-yl)pyrrolidine-1-carboxylate